methyl (S)-5,5-difluoro-2-(hydroxymethyl)hexanoate FC(CC[C@H](C(=O)OC)CO)(C)F